3-[6-methyl-5-(pyrrolidin-3-ylamino)pyrazin-2-yl]-1H-indole-7-carbonitrile CC1=C(N=CC(=N1)C1=CNC2=C(C=CC=C12)C#N)NC1CNCC1